(R,E)-4-amino-N-(5-chlorobenzo[d]oxazol-2-yl)-7-(1-(4-(piperidin-1-yl)but-2-enoyl)pyrrolidin-3-yl)7H-pyrrolo[2,3-d]pyrimidine-5-carboxamide NC=1C2=C(N=CN1)N(C=C2C(=O)NC=2OC1=C(N2)C=C(C=C1)Cl)[C@H]1CN(CC1)C(\C=C\CN1CCCCC1)=O